BrC=1C=NC=C(C1C(=O)NCCC1=C(C=C(C=C1)Cl)Cl)OC1=CC(=CC=C1)C1CC1 3-bromo-5-(3-cyclopropyl-phenoxy)-N-[2-(2,4-dichlorophenyl)ethyl]pyridine-4-carboxamide